CC1=C(C=CC=C1C(F)(F)F)[C@@H](C)NC1=CC=NC2=CC=C(C=C12)N1CCN(CC1)C(=O)C1OCCC1 (4-(4-(((R)-1-(2-methyl-3-(trifluoromethyl)phenyl)ethyl)amino)quinolin-6-yl)piperazin-1-yl)(tetrahydrofuran-2-yl)methanone